1-Hexacosene C=CCCCCCCCCCCCCCCCCCCCCCCCC